2-amino-3,4,5,6-tetrafluoro-N-(3-fluoro-4-methoxyphenyl)benzenesulfonamide NC1=C(C(=C(C(=C1F)F)F)F)S(=O)(=O)NC1=CC(=C(C=C1)OC)F